tert-butyl 2-(hydroxymethyl)-7,7-dimethyl-3-azabicyclo[3.2.0]heptane-3-carboxylate OCC1C2C(CC2CN1C(=O)OC(C)(C)C)(C)C